3-(4-bromo-2-chlorophenyl)oxazolidin-2-one BrC1=CC(=C(C=C1)N1C(OCC1)=O)Cl